2-butyl-8-chloro-2-methyl-2,3-dihydro-4H-benzo[e][1,3]oxazin-4-one C(CCC)C1(OC2=C(C(N1)=O)C=CC=C2Cl)C